C(CCCC)[Mg]CCCC n-pentyl-n-butylmagnesium